ClC1=C(C=NC(=C1)Cl)[C@@H](CCC=C)N[S@@](=O)C(C)(C)C (S)-N-((R)-1-(4,6-dichloropyridin-3-yl)pent-4-en-1-yl)-2-methylpropan-2-sulfinamide